4-[4-(hydroxymethyl)phenyl]-1,2,4-triazoline-3,5-dione OCC1=CC=C(C=C1)N1C(N=NC1=O)=O